7-(3-cyanobenzyl)-4-(4-chlorobenzyl)-6,7,8,9-tetrahydroimidazo[1,2-a]pyrido[3,4-e]pyrimidine-5(4H)-one C(#N)C=1C=C(CN2CC=3C(N(C=4N(C3CC2)C=CN4)CC4=CC=C(C=C4)Cl)=O)C=CC1